C[Si](O[Si](OCC)(OCC)C)(C)C tetramethyldiethoxydisiloxane